C(C)(=O)O[C@H]1[C@@H](OC[C@H]1OC(C)=O)N1C2=NC(=NC=C2N=C1C=1SC=CN1)C#CCCCC (2R,3R,4R)-2-(2-(hex-1-yn-1-yl)-8-(thiazol-2-yl)-9H-purin-9-yl)tetrahydrofuran-3,4-diyl diacetate